FC=1C(=CC2=CC(=CC=C2C1)O)C(=O)NC 3-fluoro-7-hydroxy-N-methyl-2-naphthamide